NCCNC(=O)CCOC1=C(C=CC=C1)N(C(C1=CC(=C(C=C1)Cl)C=1C(=NC=CC1C#N)C(F)(F)F)=O)C N-{2-[2-(2-amino-ethylcarbamoyl)-ethoxy]-phenyl}-4-chloro-3-(4-cyano-trifluoromethyl-pyridin-3-yl)-N-methyl-benzamide